[Br-].C(CCCCC)N1C=NC=C1 N'-hexylimidazole bromide